COC1=C(N=NC(=C1)C=1C=NC=CC1C(F)(F)F)NC1C[C@@H]2[C@@H](CN(C2)C([2H])([2H])C2CCOCC2)C1 (3aR,5s,6aS)-N-(4-methoxy-6-(4-(trifluoromethyl)pyridin-3-yl)pyridazin-3-yl)-2-((tetrahydro-2H-pyran-4-yl)methyl-d2)octahydrocyclopenta[c]pyrrol-5-amine